FC(C(=O)O)(F)F.O=C1NC(CCC1N1N=C(C2=C(C=CC=C12)OC1CC(C1)OC1CCNCC1)C)=O 4-(3-((1-(2,6-dioxopiperidin-3-yl)-3-methyl-1H-indazol-4-yl)oxy)cyclobutoxy)piperidine trifluoroacetate